NC(C(=O)N[C@@H](C(=O)N1CC=2C(CC1)=C(N(N2)C)C2=CC=CC=C2)COCC2=CC=CC=C2)(C)C (R)-2-amino-N-(3-(benzyloxy)-1-(2-methyl-3-phenyl-2,4,5,7-tetrahydro-6H-pyrazolo[3,4-c]pyridin-6-yl)-1-oxopropan-2-yl)-2-methylpropanamide